O=C1NC=CN1 2-oxo-2,3-dihydro-1H-imidazol